OC1CC(NC1)C(=O)N[C@@H](C)C1=CC=C(C=C1)C1=C(N=CS1)C 4-hydroxy-N-((S)-1-(4-(4-methylthiazol-5-yl)phenyl)eth-yl)pyrrolidine-2-carboxamide